BrC1=C(OC=2C=CC(=NC2)OC2CCN(CC2)C(=O)OC(C)(C)C)C=CC(=C1)C(=O)OCC tert-butyl 4-[[5-(2-bromo-4-ethoxycarbonyl-phenoxy)-2-pyridyl]oxy]piperidine-1-carboxylate